COC(C1=CC(=C(C=C1)NC(CC1CC=C(CC1)C1=NC(=CC=C1)OCC1=CC=C(C=2C=C(OC21)F)Cl)=O)NCC2(CC2)CC#N)=O 4-(2-(4-(6-((4-chloro-2-fluorobenzofuran-7-yl)methoxy)pyridin-2-yl)cyclohex-3-en-1-yl)acetamido)-3-(((1-(cyanomethyl)cyclopropyl)methyl)amino)benzoic acid methyl ester